FC1=CC(=C(C=C1)C1=CC(=CC=C1)C=1OC2=C(N1)C=C(C=C2C(F)(F)F)CN[C@@H]2[C@H](CC2)O)C2=NN=CN2C (1S,2S)-2-[({2-[4'-Fluoro-2'-(4-methyl-1,2,4-triazol-3-yl)-[1,1'-biphenyl]-3-yl]-7-(trifluoromethyl)-1,3-benzoxazol-5-yl}methyl)amino]cyclobutan-1-ol